FC1(C(OC(C1O)CO)N1C(N=C(C=C1)NC(CCC(=O)NCC=1C=C(C=CC1)NC(CCCCCCC(=O)OC)=O)=O)=O)F methyl 8-((3-((4-((1-(3,3-difluoro-4-hydroxy-5-(hydroxymethyl)-tetrahydrofuran-2-yl)-2-oxo-1,2-dihydropyrimidin-4-yl) amino)-4-oxobutanamido) methyl)-phenyl) amino)-8-oxo-octanoate